C1(=CC=CC2=CC=CC=C12)S(=O)(OCCCN1CN(CN(C1)CCCOS(=O)(=S)C1=CC=CC2=CC=CC=C12)CCCOS(=O)(=S)C1=CC=CC2=CC=CC=C12)=S S'-((1,3,5-triazinane-1,3,5-triyl) tris(propane-3,1-diyl)) tris(naphthalene-1-thiosulfonate)